FC(C=1C(=C(C=CC1)[C@@H](C)NC(=O)C1=CN(C(C=C1N[C@@H](C)C1=CN=CN1C)=O)C1(CC1)C(F)F)F)F N-((R)-1-(3-(difluoromethyl)-2-fluorophenyl)ethyl)-1-(1-(difluoromethyl)cyclopropyl)-4-(((S)-1-(1-methyl-1H-imidazol-5-yl)ethyl)amino)-6-oxo-1,6-dihydropyridine-3-carboxamide